3-(hydroxymethyl)thietane OCC1CSC1